CC(C=O)CCCCCC=O 2-Methyl-1,8-octandialdehyd